CN1N=C(N=C1)COC1=C(C(=O)NC2=NN=NN2C)C=CC(=N1)C(F)(F)F 2-((1-methyl-1H-1,2,4-triazol-3-yl)methoxy)-N-(1-methyl-1H-tetrazol-5-yl)-6-(trifluoromethyl)nicotinamide